tert-butyl N-{[1-(5-bromopyridin-3-yl)-1H-1,2,4-triazol-5-yl]methyl}carbamate BrC=1C=C(C=NC1)N1N=CN=C1CNC(OC(C)(C)C)=O